(3S,5R)-5-(2-{[(1R,2R)-2-hydroxycyclohexyl]amino}pyrimidin-5-yl)oxolan-3-yl N-isopropylcarbamate C(C)(C)NC(O[C@@H]1CO[C@H](C1)C=1C=NC(=NC1)N[C@H]1[C@@H](CCCC1)O)=O